Cl.F[C@]12CNCC2C1 (1R)-1-fluoro-3-azabicyclo[3.1.0]hexane hydrochloride